C(C)(C)(C)[C@]1(COCC2=C1NC(C1=C2C=C(S1)C1=CN=NC=C1)=O)O (S)-4-(tert-butyl)-4-hydroxy-8-(pyridazin-4-yl)-1,3,4,5-tetrahydro-6H-pyrano[4,3-b]thieno[3,2-d]pyridin-6-one